C(C)OC1=C(C(=O)NS(=O)(=O)N2CCCC2)C=C(C(=C1)C(=O)N1CC2=C(CC1)C=1C(=CC(=C(C1OC2=O)C)N2C[C@@H](N(CC2)C)COC)C)F (R)-2-ethoxy-5-fluoro-4-(8-(3-(methoxymethyl)-4-methylpiperazin-1-yl)-7,10-dimethyl-5-oxo-1,3,4,5-tetrahydro-2H-chromeno[3,4-c]pyridine-3-carbonyl)-N-(pyrrolidin-1-ylsulfonyl)benzamide